BrC1=CC=CC=2OCCNC21 5-bromo-3,4-dihydro-2H-benzo[b][1,4]oxazine